FC1=C(C=C(C=C1)NC(=O)C=1N(C=C2C1OCC1(C(NS2(=O)=O)CN(C1)C(=O)C1(OCCC1)C)C)C)C N-(4-Fluoro-3-methylphenyl)-7,10a-dimethyl-2-(2-methyltetrahydrofuran-2-carbonyl)-2,3,3a,4,10,10a-hexahydro-1H,7H-dipyrrolo[3,4-b:3',4'-f][1,4,5]oxathiazocin-8-carboxamid-5,5-dioxid